(6S)-6-isopropyl-3-methoxy-1-methyl-2,10-dioxo-5H,6H-pyrido[1,2-h]1,7-naphthyridine-9-carboxylic acid methyl ester COC(=O)C=1C(C=C2N([C@@H](CC=3C=C(C(N(C23)C)=O)OC)C(C)C)C1)=O